C1(CC1)C(=O)NC=1C=C2C(=CN=C(C2=CN1)NC)C(=O)OC methyl 6-(cyclopropanecarboxamido)-1-(methylamino)-2,7-naphthyridine-4-carboxylate